2'-Aminospiro[indene-2,5'-oxazol]-4'-one NC=1OC2(C(N1)=O)C=C1C=CC=CC1=C2